COC(=O)[C@@H]1[C@H](C=C[C@H]([C@H]1C(=O)OC)C)C1=CC=C(C=C1)Br.FC(C(=O)NC=1C=NC=CC1)(CCCCO)F |r| 2,2-difluoro-6-hydroxy-N-(pyridin-3-yl)hexanamide rac-dimethyl-(1S,2R,3R,4R)-4'-bromo-4-methyl-1,2,3,4-tetrahydro-[1,1'-biphenyl]-2,3-dicarboxylate